ClC1=C(C=C(C=C1)Cl)N1N=NC=C1 1-(2,5-dichlorophenyl)-1H-1,2,3-triazol